C(=CCCCCCCCCCCCCCCCC)N1C(=C(C(C=C1)=O)OCC1=CC=C(C=C1)O)C#N N-octadecenyl-2-cyano-3-(4-hydroxybenzyloxy)-pyridin-4-one